C(C)(C)[C@@H]1[C@H](C1)C=1C=C(C=2N(C1C)C=CN2)N2C(NC(C=C2)=O)=O (6-((1s,2r)-2-isopropylcyclopropyl)-5-methylimidazo[1,2-a]pyridin-8-yl)pyrimidine-2,4(1h,3h)-dione